C(#N)C1=CC(=C(CNC(=O)C2CCN(CC2)CC2=CC(=C(C=C2)F)F)C=C1)C(F)(F)F N-(4-cyano-2-(trifluoromethyl)benzyl)-1-(3,4-difluorobenzyl)piperidine-4-carboxamide